(S)-3-ethyl-4-(6-(2-methyl-1H-pyrrolo[3,2-b]pyridin-5-yl)-4-(1-methyl-4-(methylsulfonyl)piperidin-4-yl)pyridin-2-yl)morpholine C(C)[C@@H]1N(CCOC1)C1=NC(=CC(=C1)C1(CCN(CC1)C)S(=O)(=O)C)C1=CC=C2C(=N1)C=C(N2)C